1-(3,5-bis(trifluoromethyl)benzoyl)-N-(4-(trifluoromethyl)benzyl)-1,2,5,6-tetrahydropyridine-3-carboxamide FC(C=1C=C(C(=O)N2CC(=CCC2)C(=O)NCC2=CC=C(C=C2)C(F)(F)F)C=C(C1)C(F)(F)F)(F)F